1-(4-(5-(5-isobutylpyridin-2-yl)thiazol-2-yl)benzyl)azetidine C(C(C)C)C=1C=CC(=NC1)C1=CN=C(S1)C1=CC=C(CN2CCC2)C=C1